(3R,11S)-3,11-dimethyl-10-oxa-19-hydroxy-6-fluoro-2,13,17,18,21-pentaazatetracyclo[13.5.2.04,9.018,22]Docosane-1(21),4,6,8,15(22),16,19-heptaen-14-one C[C@H]1NC=2C=C(N3N=CC(C(NC[C@@H](OC4=CC=C(C=C14)F)C)=O)=C3N2)O